C(C)C1(OC2=CC=C(C=C2C(C1)=O)C1=NC(=NO1)C=1SC(=CC1)C)CC 2,2-diethyl-6-(3-(5-methylthiophen-2-yl)-1,2,4-oxadiazol-5-yl)chroman-4-one